(R)-((1-(6-((4-ethoxypyridin-2-yl)amino)-3-methylpyridine-2-carbonyl)-5,5-difluoropiperidin-2-yl)methyl)carbamate C(C)OC1=CC(=NC=C1)NC1=CC=C(C(=N1)C(=O)N1[C@H](CCC(C1)(F)F)CNC([O-])=O)C